C(=O)OC(CCOCC1=CC=CC=C1)C1=CC=2N(C=C1F)C=NN2 [3-benzyloxy-1-(6-fluoro-[1,2,4]triazolo[4,3-a]pyridin-7-yl)propyl] formate